COS(=O)(=O)C1=CC2=C(C3=CC=CC=C3C(=C2C=C1)OCC)OCC 9,10-diethoxyanthracene-2-sulfonic acid methyl ester